CC1=C(C=C(C=C1B1OC(C(O1)(C)C)(C)C)C)C(N(C)CC)=N (2,5-dimethyl-3-(4,4,5,5-tetramethyl-1,3,2-dioxaborolan-2-yl)phenyl)-N-ethyl-N-methylformimidamide